BrC1=C(C=C(C=C1)N(C(=O)[C@H]1N(C(OC1)=O)C1=NC(=CC(=C1)C(F)(F)F)C)C)Cl (S)-N-(4-bromo-3-chlorophenyl)-N-methyl-3-(6-methyl-4-(trifluoromethyl)pyridin-2-yl)-2-oxooxazolidine-4-carboxamide